(Z)-9-tetradecenoic acid 2-ethyl-1-butyl ester C(C)C(COC(CCCCCCC\C=C/CCCC)=O)CC